2,2,2-trifluoroacetaldehyde trifluoroacetate FC(C(=O)O)(F)F.FC(C=O)(F)F